C12COCC(N1C=1SC3=C(N1)C=CC(=C3C(=O)O)OC(C)C)C2 2-(3-oxa-6-azabicyclo[3.1.1]heptan-6-yl)-6-isopropoxybenzo[d]thiazole-7-carboxylic acid